C1(=CC=CC2=CC=CC(=C12)CN)CN 8-naphthalenedimethylamine